C(#N)C=1C=C(C(=O)OC)C=CC1O methyl 3-cyano-4-hydroxybenzoate